S(=O)(O)O.CC=CCC 1,3-dimethyl propylene sulfite